ClC=1C(=C(C(=C(C1)C1=CC=CC=C1)N)Cl)F dichloro-p-fluoro-aminobiphenyl